ethyl (E)-3-(2,3-dichloro-6-((2-(trimethylsilyl)ethoxy)methoxy)phenyl)acrylate ClC1=C(C(=CC=C1Cl)OCOCC[Si](C)(C)C)/C=C/C(=O)OCC